N-[2-[4-[5-(trifluoromethyl)-1,2,4-oxadiazol-3-yl]phenyl]acetyl]serine methyl ester COC([C@@H](NC(CC1=CC=C(C=C1)C1=NOC(=N1)C(F)(F)F)=O)CO)=O